CNCCC(=O)N1CCC(CC1)[C@@H]1CCNC=2N1N=C(C2C(=O)N)C2=CC=C(C=C2)OC2=CC=CC=C2 (S)-7-(1-(3-(methylamino)propionyl)piperidin-4-yl)-2-(4-phenoxyphenyl)-4,5,6,7-tetrahydropyrazolo[1,5-a]pyrimidine-3-carboxamide